tert-butyl 4-((6-((5-fluoro-4-(7-fluoro-3-isopropyl-2-methyl-2H-indazol-5-yl)pyrimidin-2-yl)amino)pyridin-3-yl)methyl)piperazine-1-carboxylate FC=1C(=NC(=NC1)NC1=CC=C(C=N1)CN1CCN(CC1)C(=O)OC(C)(C)C)C1=CC2=C(N(N=C2C(=C1)F)C)C(C)C